C(C)OC(=O)C=1N=CN(C1)C[C@H]1OCC1 (S)-1-(oxetan-2-ylmethyl)-1H-imidazole-4-carboxylic acid ethyl ester